CS(=O)(=O)OCC1(COC(OC1)(C)C)COCC1=CC=C(C=C1)OC (5-(((4-Methoxybenzyl)oxy)methyl)-2,2-dimethyl-1,3-dioxan-5-yl)methyl methanesulfonate